tert-Butyl 4-{[(1-{4-oxo-1-[2-(propan-2-yloxy)ethyl]-2-sulfanylidene-1H,2H,3H,4H,5H-pyrrolo[3,2-d]pyrimidin-5-yl}ethoxy)carbonyl]oxy}piperidine-1-carboxylate O=C1C2=C(N(C(N1)=S)CCOC(C)C)C=CN2C(C)OC(=O)OC2CCN(CC2)C(=O)OC(C)(C)C